N1(N=CC=C1)CCCCN1C=C(C2=CC(=CC(=C12)F)Br)F 1-(4-(1H-pyrazol-1-yl)butyl)-5-bromo-3,7-difluoro-1H-indole